4-(difluoromethyl)thiazole-2-sulfonamide FC(C=1N=C(SC1)S(=O)(=O)N)F